COC(=O)C1(CC1)C1=C(C(=C(C=C1)Cl)F)OC.FC(C1=C(OC2CCNCC2)C=CC=C1)(F)F 4-(2-(trifluoromethyl)phenoxy)piperidine methyl-1-(4-chloro-3-fluoro-2-methoxyphenyl)cyclopropane-1-carboxylate